COC=1C=C(C=CC1OC)C1=NN(C2=C1C=NC=1C(=CC=CC21)OC)C=2C=C1CCNCC1=CC2 6-[3-(3,4-dimethoxyphenyl)-6-methoxy-1H-pyrazolo[4,3-c]quinolin-1-yl]-1,2,3,4-tetrahydroisoquinoline